4'-(diphenylamino)-3-hydroxy-[1,1'-biphenyl]-4-formaldehyde C1(=CC=CC=C1)N(C1=CC=C(C=C1)C1=CC(=C(C=C1)C=O)O)C1=CC=CC=C1